ClCC(=O)NC1=C(C=CC(=C1)N(CC)CC)C(C)C 2-chloro-N-(5-(diethylamino)-2-isopropylphenyl)acetamide